N-(5-(2,6-Difluoro-4-methoxyphenyl)-1-methyl-3-oxo-2-(5-((tetrahydrofuran-3-yl)methoxy)-6-(trifluoromethyl)pyridin-2-yl)-2,3-dihydro-1H-pyrazol-4-yl)-4-(difluoromethoxy)benzamide FC1=C(C(=CC(=C1)OC)F)C1=C(C(N(N1C)C1=NC(=C(C=C1)OCC1COCC1)C(F)(F)F)=O)NC(C1=CC=C(C=C1)OC(F)F)=O